C(CCCCCC\C=C/C\C=C/CCCCC)C(O[Si](OCCCCCCN(CC=1N=NN(C1)CC(C(C(C(CO)O)O)O)O)C)(C)C)OCCCCCCCC\C=C/C\C=C/CCCCC 6-(4-((22Z,25Z)-12-((8Z,11Z)-heptadeca-8,11-dien-1-yl)-2,10,10-trimethyl-9,11,13-trioxa-2-aza-10-silahentriaconta-22,25-dien-1-yl)-1H-1,2,3-triazol-1-yl)hexane-1,2,3,4,5-pentaol